ClC=1C(=C(CN2[C@@H](C[C@@](CC2)(C(=O)O)CC2=NC(=NC(=C2F)CC)NC2=NNC(=C2)C)C)C=CC1)F (2R,4R)-1-(3-chloro-2-fluorobenzyl)-4-((6-ethyl-5-fluoro-2-((5-methyl-1H-pyrazol-3-yl)amino)pyrimidin-4-yl)methyl)-2-methyl-piperidine-4-carboxylic acid